CN1SC(=CC1)Cl 2-methyl-5-chloro-4-isothiazoline